N-(6-((4-(aminomethyl)-1H-pyrazol-1-yl)methyl)-4-methoxybenzo[d]isoxazol-3-yl)-5-ethyl-2-((2-methoxypyridin-4-yl)methoxy)benzenesulfonamide hydrochloride Cl.NCC=1C=NN(C1)CC1=CC2=C(C(=NO2)NS(=O)(=O)C2=C(C=CC(=C2)CC)OCC2=CC(=NC=C2)OC)C(=C1)OC